C1(=CC=C(C=C1)CSC1=C(N=NN1)C(=O)O)C1=CC=CC=C1 5-(([1,1'-biphenyl]-4-ylmethyl)thio)-1H-1,2,3-triazole-4-carboxylic acid